O=C1NCCCCC1 hexahydro-2-oxo-1H-azepine